tert-butyl 5-(3-fluoro-4-(4,4,5,5-tetramethyl-1,3,2-dioxaborolan-2-yl)benzyl)hexahydropyrrolo[3,4-c]pyrrole-2(1H)-carboxylate FC=1C=C(CN2CC3C(C2)CN(C3)C(=O)OC(C)(C)C)C=CC1B1OC(C(O1)(C)C)(C)C